C(CCCCCCCCCCCCCCCCC)OCCOCCOCCOCCOCCOCCOCCOCCO octaethylene glycol monostearyl ether